FC1=C(C=CC(=C1)NC(=O)[C@]12[C@H]3CC[C@@H]([C@@]2(C1)C1=CC=NC=C1)O3)C3=C(C=CC=C3)F (1R,2R,4S,5S)-N-(2,2'-difluoro-[1,1'-biphenyl]-4-yl)-4-(pyridin-4-yl)-8-oxatricyclo[3.2.1.02,4]octane-2-carboxamide